3-methacrylamidopropyl-trimethylammonium methyl-sulfate COS(=O)(=O)[O-].C(C(=C)C)(=O)NCCC[N+](C)(C)C